N-(bis(3-(tributylsilyl)phenyl)phosphaneyl)-N-isopropyl-1,1-di-o-tolylphosphanamine C(CCC)[Si](C=1C=C(C=CC1)P(N(P(C1=C(C=CC=C1)C)C1=C(C=CC=C1)C)C(C)C)C1=CC(=CC=C1)[Si](CCCC)(CCCC)CCCC)(CCCC)CCCC